FC(C1=CC=C(C=C1)/C=C/C1=CC=C(C(=O)O)C=C1)(F)F 4-{(E)-2-[4-(trifluoromethyl)phenyl]vinyl}benzoic acid